FC1=CC=C(C=C1)S(=O)(=O)N1C(=NC2=C1C=CC=C2)SCCCCOC2=C(OC1=CC(=CC(=C1C2=O)OC)OC)C2=CC(=C(C(=C2)OC)OC)OC 3-(4-((1-((4-fluorophenyl)sulfonyl)-1H-benzimidazol-2-yl)thio)butoxy)-5,7-dimethoxy-2-(3,4,5-trimethoxyphenyl)-4H-chromen-4-one